(2S,3R,4R,5R)-4-(benzyloxy)-5-((benzyloxy)methyl)-2-(4-chloro-7H-pyrrolo[2,3-d]pyrimidin-7-yl)-3-(2-hydroxyethyl)tetrahydrofuran-3-ol C(C1=CC=CC=C1)O[C@H]1[C@]([C@H](O[C@@H]1COCC1=CC=CC=C1)N1C=CC2=C1N=CN=C2Cl)(O)CCO